CN1CC2=NC(=CC=C2C12CCOCC2)N 6'-methyl-2,3,5,6,6',7'-hexahydrospiro[pyran-4,5'-pyrrolo[3,4-b]pyridin]-2'-amine